C1(CC1)C(=O)C1=CC=C(C=C1)F 4-Fluorophenyl cyclopropyl ketone